O[C@@]12[C@]3(CCC(C=C3CC[C@H]1[C@@H]1CC[C@H](C(C)C(=O)OC)[C@]1(CC2)C)=O)C Methyl 9-hydroxy-3-oxo-4-pregnene-20-carboxylate